3,4-dimethoxyphenol COC=1C=C(C=CC1OC)O